neodymium (2-ethylhexyl) (2-ethylhexyl)phosphonate C(C)C(CP(OCC(CCCC)CC)([O-])=O)CCCC.[Nd+3].C(C)C(COP([O-])(=O)CC(CCCC)CC)CCCC.C(C)C(COP([O-])(=O)CC(CCCC)CC)CCCC